C(#N)C=1C=CC(=C(C1)NC1=C(C(=O)NC=2C(=NC(=CC2)OC)C)C=C(C=C1)C(F)(F)F)C 2-((5-cyano-2-methylphenyl)amino)-N-(6-methoxy-2-methylpyridin-3-yl)-5-(trifluoromethyl)benzamide